C(C)(C)(C)OC(NCC#CC1=NC=C(C=C1)Br)=O (3-(5-bromopyridin-2-yl)prop-2-yn-1-yl)carbamic acid tert-butyl ester